COC(C1=CC(=CC=C1)C1=CC2=C(N(CC(N(S2(=O)=O)C)C)C2=CC=CC=C2)C=C1C#N)=O.CC1=CC(=NN1CC(=O)N1CCCCC1)C(F)(F)F 1-[[5-methyl-3-(trifluoromethyl)-1H-pyrazol-1-yl]acetyl]piperidine Methyl-3-(7-cyano-2,3-dimethyl-1,1-dioxido-5-phenyl-2,3,4,5-tetrahydrobenzo[f][1,2,5]thiadiazepin-8-yl)benzoate